6-(trifluoromethyl)nicotinimidamide hydrochloride Cl.FC(C1=NC=C(C(N)=N)C=C1)(F)F